5-[5-[(3S)-3-(4-Fluorophenyl)-1-piperidyl]-6-methyl-pyridazin-3-yl]-1H-pyrimidine-2,4-dione FC1=CC=C(C=C1)[C@H]1CN(CCC1)C=1C=C(N=NC1C)C=1C(NC(NC1)=O)=O